ClC1=C(OCC(COS(=O)(=O)C)(F)F)C=CC(=C1F)C1=NNC(CC1C)=O Methanesulfonic acid 3-[2-chloro-3-fluoro-4-(4-methyl-6-oxo-4,5-dihydro-1H-pyridazin-3-yl) phenoxy]-2,2-Difluoropropyl ester